C1(C=CCC1)OC(=O)CCSCCC[Si](OC)(OC)OC 3-(2-((2-cyclopentenyl)oxycarbonyl)ethylthio)propyltrimethoxysilane